2-(difluoromethoxy)ethanamine hydrochloride Cl.FC(OCCN)F